NC1=NC(=NN1)[N+](=O)[O-] 5-amino-3-nitro-1,2,4-triazole